C(CCCCCC)OC1=CC=C(C=C1)O 4-(heptyloxy)phenol